C(C)(C)(C)OC(N[C@@H]1CC[C@H](CC1)C(C)=O)=O (trans-4-acetylcyclohexyl)carbamic acid tert-butyl ester